CCC[C@@H](CC(=O)SCCNC(=O)CCNC(=O)[C@@H](C(C)(C)COP(=O)(O)OP(=O)(O)OC[C@@H]1[C@H]([C@H]([C@@H](O1)N2C=NC3=C(N=CN=C32)N)O)OP(=O)(O)O)O)O The molecule is a hydroxy fatty acyl-CoA that results from the formal condensation of the thiol group of coenzyme A with the carboxy group of (S)-3-hydroxyhexanoyl-CoA. It has a role as a human metabolite, an Escherichia coli metabolite and a mouse metabolite. It derives from a (S)-3-hydroxyhexanoic acid and a coenzyme A. It is a conjugate acid of a (S)-3-hydroxyhexanoyl-CoA(4-).